BrC=1C=C(C(N(C1)CCCCBr)=O)C 5-bromo-1-(4-bromobutyl)-3-methylpyridin-2(1H)-one